5,5-Dimethyl-1,3,2-dioxaborinan-2-yl-3-(2-hydroxy-2-methylpropyl)-1,3-benzoxazol-2(3H)-one CC1(COB(OC1)C1=CC=CC2=C1N(C(O2)=O)CC(C)(C)O)C